The molecule is a lignan that is tetrahydrofuran substituted by methyl groups at positions 3 and 4, a 3,4-dimethoxyphenyl group at position 5 and a 1,3-benzodioxol-5-yl moiety at position 2 (the 2S,3R,4R,5R stereoisomer). Isolated from the aerial parts of Piper futokadsura, it exhibits inhibitory activity against production of nitric oxide (NO). It has a role as a metabolite and an EC 1.14.13.39 (nitric oxide synthase) inhibitor. It is a lignan, a dimethoxybenzene, a member of benzodioxoles and a member of oxolanes. C[C@@H]1[C@H]([C@@H](O[C@@H]1C2=CC3=C(C=C2)OCO3)C4=CC(=C(C=C4)OC)OC)C